N1(CCC=2C1=NC=CC2)N 2,3-dihydro-1H-pyrrolo[2,3-b]pyridin-1-amine